BrC1=NC=C(C(=O)N(C)C)C=C1 6-bromo-N,N-dimethyl-nicotinamide